BrC=1C=C2C(=NC1OCCCN)N(C=C2)COCC[Si](C)(C)C 3-[(5-bromo-1-[[2-(trimethylsilyl)ethoxy]methyl]pyrrolo[2,3-b]pyridin-6-yl)oxy]propan-1-amine